C(C)(=O)N1CCC(CC1)N1N=CC=C1 1-(1-acetylpiperidin-4-yl)-1H-pyrazol